F/C=1/C(=O)OC(\C1\F)=O 2,3-difluoromaleic anhydride